(2S)-1-[2-(1,3-benzothiazole-6-sulfonyl)-4H,6H-pyrrolo[3,4-c]pyrazol-5-yl]-2-(2-fluorophenyl)-3-hydroxypropan-1-one S1C=NC2=C1C=C(C=C2)S(=O)(=O)N2N=C1C(=C2)CN(C1)C([C@H](CO)C1=C(C=CC=C1)F)=O